N-((1-cyclopropylazetidin-3-yl)methyl)benzamide C1(CC1)N1CC(C1)CNC(C1=CC=CC=C1)=O